N-(5-Bromo-2-(3-(3-((tertbutyldimethylsilyl)oxy)piperidin-1-yl)propoxy)pyridin-3-yl)methanesulfonamide BrC=1C=C(C(=NC1)OCCCN1CC(CCC1)O[Si](C)(C)C(C)(C)C)NS(=O)(=O)C